O1[C@H](CCC1)CCN 2-[(2R)-oxolan-2-yl]ethanamine